N-(3-chloro-4-methyl-8-oxo-5,6,7,8-tetrahydronaphth-1-yl)acetamide ClC=1C=C(C=2C(CCCC2C1C)=O)NC(C)=O